FC(C=1N=CC(=NC1)CC1CC2(CN(C2)C(=O)N2CC3(C2)NC(OC3)=O)C1)(F)F 2-[6-[[5-(trifluoromethyl)pyrazin-2-yl]methyl]-2-azaspiro[3.3]heptane-2-carbonyl]-7-oxa-2,5-diazaspiro[3.4]octan-6-one